2-(4,7-bis(2-(tert-butoxy)-2-oxoethyl)-1,4,7-triazacyclonon-1-yl)glutaric acid C(C)(C)(C)OC(CN1CCN(CCN(CC1)CC(OC(C)(C)C)=O)C(C(=O)O)CCC(=O)O)=O